2-methoxy-N-(4-phenyl-2-(2-oxa-6-azaspiro[3.3]heptan-6-yl)pyridin-3-yl)pyrimidine-5-carboxamide COC1=NC=C(C=N1)C(=O)NC=1C(=NC=CC1C1=CC=CC=C1)N1CC2(COC2)C1